N1C=C(C2=CC=CC=C12)CO 3-indolemethanol